[Na+].[Na+].C(CC)C1CC(C(CC1)C(=O)[O-])C(=O)[O-] 4-n-propylcyclohexane-1,2-dicarboxylic acid disodium salt